3-[2-(2,2,2-trichloroacetyl)-1H-pyrrol-1-yl]propanenitrile ClC(C(=O)C=1N(C=CC1)CCC#N)(Cl)Cl